5-((3-(4-(methylsulfonyl)phenyl)propyl)amino)-6-oxo-2-phenylpyrimidin CS(=O)(=O)C1=CC=C(C=C1)CCCNC1=CN=C(NC1=O)C1=CC=CC=C1